4-chloro-5-[(cyclopropylmethyl)amino]-2-(2-methyl-2H-indazol-5-yl)-6-nitro-2,3-dihydropyridazin-3-one ClC=1C(N(N=C(C1NCC1CC1)[N+](=O)[O-])C1=CC2=CN(N=C2C=C1)C)=O